FC1=CC2=C(C=CS2)C(=C1)N1CCN(CC1)CCC1=CC=C2CCC(N(C2=C1)C(COC)=O)=O 7-(2-(4-(6-fluorobenzothiophen-4-yl)piperazin-1-yl)ethyl)-1-(2-methoxyacetyl)-3,4-Dihydroquinolin-2(1H)-one